5-(2-hydroxypiperazin-1-yl)-3-methyl-2,3-dihydro-1,4-benzodioxine OC1N(CCNC1)C1=CC=CC=2OCC(OC21)C